N6-((benzyloxy)carbonyl)-N2-glycyl-L-lysine tert-butyl ester C(C)(C)(C)OC([C@@H](NC(CN)=O)CCCCNC(=O)OCC1=CC=CC=C1)=O